2,2-dimethyl-3-(2-methylprop-1-en-1-yl)cyclopropanecarboxylate CC1(C(C1C=C(C)C)C(=O)[O-])C